C(C)(=O)N1[C@@H](CCC1)C(=O)NCCCC1=CC=C(C=C1)C1=C(C=CC=C1)F (S)-1-acetyl-N-(3-(2'-fluoro-[1,1'-biphenyl]-4-yl)propyl)pyrrolidine-2-carboxamide